methyl 4-[(1S)-1-[[1-ethyl-4-[[4-(trifluoromethyl)phenyl]methyl]pyrrolo[2,3-b]pyridine-3-carbonyl]amino]ethyl]benzoate C(C)N1C=C(C=2C1=NC=CC2CC2=CC=C(C=C2)C(F)(F)F)C(=O)N[C@@H](C)C2=CC=C(C(=O)OC)C=C2